NC=1N=C(C2=C(N1)C(=CS2)Br)C=2N=NN(C2)C(C2=CC=CC(=N2)C(C)(C)O)([2H])[2H] 2-(6-((4-(2-amino-7-bromothieno[3,2-d]pyrimidin-4-yl)-1H-1,2,3-triazol-1-yl)methyl-d2)pyridin-2-yl)propan-2-ol